3-fluoro-2-hydroxy-5-(5-(4-(pyrrolidin-1-yl)phenyl)thiophen-3-yl)benzaldehyde FC=1C(=C(C=O)C=C(C1)C1=CSC(=C1)C1=CC=C(C=C1)N1CCCC1)O